Benzimidazoleamine N1=C(NC2=C1C=CC=C2)N